N-(1-butyl-3-methyl-1H-pyrazol-5-yl)-6-(7,8-dimethyl-[1,2,4]triazolo[4,3-b]pyridazin-6-yl)-5,6,7,8-tetrahydro-1,6-naphthyridin-3-amine C(CCC)N1N=C(C=C1NC=1C=NC=2CCN(CC2C1)C=1C(=C(C=2N(N1)C=NN2)C)C)C